1-(N-((6'-(2H-Tetrazol-5-yl)-[1,1':3',1''-terphenyl]-4-yl)methyl)pentanamido)-4-oxocyclohexanecarboxylic Acid N=1NN=NC1C1=CC=C(C=C1C1=CC=C(C=C1)CN(C(CCCC)=O)C1(CCC(CC1)=O)C(=O)O)C1=CC=CC=C1